4-[4-[(1R,5S)-3,8-diazabicyclo[3.2.1]octan-3-yl]-8-fluoro-2-[[1-(morpholinomethyl)cyclopropyl]methoxy]-6-(trifluoromethyl)quinazolin-7-yl]-7-fluoro-1,3-benzothiazol-2-amine [C@H]12CN(C[C@H](CC1)N2)C2=NC(=NC1=C(C(=C(C=C21)C(F)(F)F)C2=CC=C(C1=C2N=C(S1)N)F)F)OCC1(CC1)CN1CCOCC1